O1CCC2=C1C=CC(=C2)C(C=2S(C1=C(C2)C=CC=C1)(=O)=O)O 2-[2,3-dihydro-1-benzofuran-5-yl-(hydroxy)methyl]-benzo[d]thiophene-1,1-dioxide